C1=CC2C(=O)C=CN2C=C1 indolizinone